2-({[tert-butyl(diphenyl)silyl]oxy}methyl)-2-(hydroxymethyl)propane-1,3-diyl bis(3-pentyloctanoate) C(CCCC)C(CC(=O)OCC(COC(CC(CCCCC)CCCCC)=O)(CO)CO[Si](C1=CC=CC=C1)(C1=CC=CC=C1)C(C)(C)C)CCCCC